C(C)(C)(C)N1CC(C1)CI tert-butyl-3-(iodomethyl)azetidine